(E)-3-(4-bromophenyl)-1-(4-(6-methoxynicotinoyl)piperazin-1-yl)but-2-en-1-one BrC1=CC=C(C=C1)/C(=C/C(=O)N1CCN(CC1)C(C1=CN=C(C=C1)OC)=O)/C